NC1=NN(C=C1)C1=CC=C(C=N1)C1=NN(C(=C1C1=C2C=NNC2=CC(=C1Cl)C)C)C1CC2(CN(C2)C(C=C)=O)C1 1-(6-(3-(6-(3-amino-1H-pyrazol-1-yl)pyridin-3-yl)-4-(5-chloro-6-methyl-1H-indazol-4-yl)-5-methyl-1H-pyrazol-1-yl)-2-azaspiro[3.3]hept-2-yl)prop-2-en-1-one